CN(CC(CC(C(C)C)N1CC2(C1)CN(CC2)C=2N=CN=NC2OC2=C(C(=O)N(C(C)C)CC)C=C(C=C2)F)OC)C 2-((5-(2-((3x-S,5x-R)-6-(dimethylamino)-5-methoxy-2-methylhexan-3-yl)-2,6-diazaspiro[3.4]oct-6-yl)-1,2,4-triazin-6-yl)oxy)-N-ethyl-5-fluoro-N-isopropylbenzamide